ClC1=NC(=CC(=C1)OC1=CC=CC=C1)Cl 2,6-dichloro-4-phenoxypyridine